O1[C@@H](C1)CN1CC=2N(CC1)C(=NN2)C(F)(F)F (R)-7-(oxiran-2-ylmethyl)-3-(trifluoromethyl)-5,6,7,8-tetrahydro-[1,2,4]triazolo[4,3-a]pyrazine